NC1=NC2=C(C=3C=C(C=NC13)CCC1=C(C=C(C=C1)OC)C)C=CC(=C2)C(P(O)(O)=O)(P(O)(O)=O)O (5-amino-2-(4-methoxy-2-methylphenethyl)benzo[f][1,7]naphthyridin-8-yl)(hydroxy)methylenediphosphonic acid